1,3-bis((trimethylol)methylamino)propane C(O)C(CO)(CO)NCCCNC(CO)(CO)CO